N-(3-acetamidopropyl)-N-methylacetamide C(C)(=O)NCCCN(C(C)=O)C